6-[(4-chloro-1H-indol-6-yl)amino]-4-[(2,3-dihydro-1,4-benzodioxin-6-yl)amino]pyridine-2-carbonitrile ClC1=C2C=CNC2=CC(=C1)NC1=CC(=CC(=N1)C#N)NC1=CC2=C(OCCO2)C=C1